OC1(CC(C1)NC1=C(C=C(C=N1)O)[N+](=O)[O-])C 6-(((cis)-3-hydroxy-3-methylcyclobutyl)amino)-5-nitropyridin-3-ol